3,5-dimethylnervonic acid CC(CC(=O)O)CC(CCCCCCCCC\C=C/CCCCCCCC)C